isopropanol stearate C(CCCCCCCCCCCCCCCCC)(=O)OC(C)C